3,5,5-trimethylhexan-1-ol CC(CCO)CC(C)(C)C